CN1N=CC(=C1C=1C=CC(=NC1)NC([C@H](C1CCC(CC1)C)NC(=O)C=1C(=NOC1)C(F)(F)F)=O)C N-((S)-2-((5-(1,4-dimethyl-1H-pyrazol-5-yl)pyridin-2-yl)amino)-1-((1r,4S)-4-methylcyclohexyl)-2-oxoethyl)-3-(trifluoromethyl)isoxazole-4-carboxamide